4-amino-3-chloro-6-(3-fluoro-4-(trifluoromethyl)phenyl)-5-methylpyridine-2-carboxylic acid NC1=C(C(=NC(=C1C)C1=CC(=C(C=C1)C(F)(F)F)F)C(=O)O)Cl